NC(N)=NC=1SC=C(N1)CSCCC(=N)NS(N)(=O)=O 3-[2-(diaminomethyleneamino)thiazol-4-ylmethylsulfanyl]-N-sulfamoyl-propionamidine